C(C)(C)(C)OC(CCCN)N 1-t-butoxy-N,N'-tetramethylenediamine